(((tert-butyldimethylsilyl)oxy)methyl)-3,3,4,5-tetramethylhex-5-en-1-ol [Si](C)(C)(C(C)(C)C)OCC(CC(C(C(=C)C)C)(C)C)O